CC1(CCN(CC1)CC=1NC2=CC(=CC=C2C1)CN1N=NC(=C1)C1=C2C=NN(C2=CC(=C1)[N+](=O)[O-])C1OCCCC1)C 4-(1-((2-((4,4-dimethylpiperidin-1-yl)methyl)-1H-indol-6-yl)methyl)-1H-1,2,3-triazol-4-yl)-6-nitro-1-(tetrahydro-2H-pyran-2-yl)-1H-indazole